COC(=O)C1=CC=C2C=C(C(NC2=C1)=O)C 3-methyl-2-oxo-1,2-dihydroquinoline-7-carboxylic acid methyl ester